6-(1-(6-(2,6-dimethoxyphenyl)-1H-imidazo[4,5-b]pyrazin-1-yl)ethyl)-8-fluoroquinoline COC1=C(C(=CC=C1)OC)C1=CN=C2C(=N1)N(C=N2)C(C)C=2C=C1C=CC=NC1=C(C2)F